1-phenyl-2-(phenylsulfonyl)ethan-1-amine C1(=CC=CC=C1)C(CS(=O)(=O)C1=CC=CC=C1)N